4-(3-(5-(difluoromethyl)pyrazin-2-yl)-6-(N-(1-methylcyclopropyl)sulfamoyl)imidazo[1,2-a]pyridin-8-yl)-N,N-dimethylpiperazine-1-carboxamide FC(C=1N=CC(=NC1)C1=CN=C2N1C=C(C=C2N2CCN(CC2)C(=O)N(C)C)S(NC2(CC2)C)(=O)=O)F